(4-(6-Chloropyrazolo[1,5-a]pyrazin-4-yl)-2-fluorobenzyl)carbamic acid tert-butyl ester C(C)(C)(C)OC(NCC1=C(C=C(C=C1)C=1C=2N(C=C(N1)Cl)N=CC2)F)=O